2,3-dihydroxy-4,5,6-trimethyl-pyridine OC1=NC(=C(C(=C1O)C)C)C